tert-butyl ((2S)-1-oxo-1-(4-(1-(2-oxoindoline-5-carboxamido)ethyl) piperidin-1-yl)propan-2-yl)carbamate O=C([C@H](C)NC(OC(C)(C)C)=O)N1CCC(CC1)C(C)NC(=O)C=1C=C2CC(NC2=CC1)=O